(E)-3-(trifluoromethyl)pyrazole-4-carboxamide tert-butyl-4-[2-methyl-7-({2-methyl-5H,6H,7H,8H-[1,2,4]triazolo[1,5-a]pyridin-7-yl}carbamoyl)indazol-4-yl]piperazine-1-carboxylate C(C)(C)(C)OC(=O)N1CCN(CC1)C=1C2=CN(N=C2C(=CC1)C(NC1CC=2N(CC1)N=C(N2)C)=O)C.FC(C2=NNC=C2C(=O)N)(F)F